rac-4-(4-acryloylpiperazin-1-yl)-N-(trans-2-aminocyclobutyl)-7-(8-methylnaphthalen-1-yl)-5,6,7,8-tetrahydro-1,7-naphthyridine-2-carboxamide C(C=C)(=O)N1CCN(CC1)C1=CC(=NC=2CN(CCC12)C1=CC=CC2=CC=CC(=C12)C)C(=O)N[C@H]1[C@@H](CC1)N |r|